ClC1=NC(=CC(=C1[N+](=O)[O-])C)Cl 2,6-dichloro-3-nitro-4-methylpyridine